ClC1=C(C=CC(=C1)C(F)(F)F)NC(CN1C=2N(C(C=C1C1CCC1)=O)N=C(N2)C=2C=CC1=C(CCO1)C2)=O N-(2-Chloro-4-(trifluoromethyl)phenyl)-2-(5-cyclobutyl-2-(2,3-dihydrobenzofuran-5-yl)-7-oxo-[1,2,4]triazolo[1,5-a]pyrimidin-4(7H)-yl)acetamide